FC1([C@H](C1)C(=O)N1C[C@@H](CCC1)NC1=C2C(=NC=C1C(=O)OCCC)NC=C2)F propyl 4-(((R)-1-((R)-2,2-difluorocyclopropane-1-carbonyl)piperidin-3-yl)amino)-1H-pyrrolo[2,3-b]pyridine-5-carboxylate